Cl.Cl.Cl.C(CCCC)(=O)O pentanoic acid trihydrochloride